2-((1H-pyrazol-3-yl)methyl)-6-(benzofuran-6-ylsulfonyl)phthalazin-1(2H)-one N1N=C(C=C1)CN1C(C2=CC=C(C=C2C=N1)S(=O)(=O)C1=CC2=C(C=CO2)C=C1)=O